ClC=1C=C2C(=CNC2=CC1)C1=C(N=C(O1)C)Br 5-chloro-3-(4-bromo-2-methyloxazol-5-yl)-indole